(E)-1-(prop-2-yn-1-yl)-[3,3'-biindolinylidene]-2,2'-dione C(C#C)N1C(/C(/C2=CC=CC=C12)=C\1/C(NC2=CC=CC=C12)=O)=O